2-{6-azaspiro[2.5]octan-6-yl}-N-[8-(4,4-difluoropiperidin-1-yl)-1,7-naphthyridin-6-yl]-4-[(2R)-1-hydroxypropane-2-sulfonamido]benzamide C1CC12CCN(CC2)C2=C(C(=O)NC=1C=C3C=CC=NC3=C(N1)N1CCC(CC1)(F)F)C=CC(=C2)NS(=O)(=O)[C@@H](CO)C